2-((5-methyl-5-(4-methylpentyl)tetrahydrofurane-2-yl)oxy)ethan-1-ol mono2,4-nonadienyl-maleate C(C=CC=CCCCC)/C(/C(=O)O)=C/C(=O)O.CC1(CCC(O1)OCCO)CCCC(C)C